ClC1=C(C=CC=C1C=1C=C2CCN(C2=CC1)CC1=NN(C=C1)C)C1C(NC(CC1)=O)=O 3-(2-chloro-3-(1-((1-methyl-1H-pyrazol-3-yl)methyl)indolin-5-yl)phenyl)piperidine-2,6-dione